tert-butyl 2-((tert-butoxycarbonyl)oxy)-3-((2R)-2-methoxy-2-((3aS,4R,6R)-3a,5,5-trimethylhexahydro-4,6-methanobenzo[d][1,3,2]dioxaborolan-2-yl)ethyl)-6-(methoxymethyl)benzoate C(C)(C)(C)OC(=O)OC1=C(C(=O)OC(C)(C)C)C(=CC=C1C[C@@H](B1O[C@@]2(C(O1)C[C@@H]1C([C@H]2C1)(C)C)C)OC)COC